C(C1=CC=CC=C1)C1=C(C=CC=C1)C=1N(C(=C2CCC3=C(C12)C=CC=C3)C)C3=CC=C(C=C3)O 4-(1-(2-benzyl-phenyl)-3-methyl-4,5-dihydro-2H-benzo[e]isoindol-2-yl)phenol